C(C)(C)(C)OC(=O)NC=1C=C(N(C1)C)C(=O)NC=1N=C(N(C1)C)C(=O)OCC ethyl 4-[4-[(tert-butoxycarbonyl) amino]-1-methylpyrrole-2-amido]-1-methylimidazole-2-carboxylate